COC=1C=C(C=CC1)C1=CC(=C(S1)C)C(=O)O 5-(3-methoxyphenyl)-2-methylthiophene-3-carboxylic acid